N1N=CC2=CC=CC(=C12)C1=CC=C(N=N1)N1C([C@@H]2N(CCN(C2)C#N)CC1)=O (R)-8-(6-(1H-indazol-7-yl)pyridazin-3-yl)-9-oxooctahydro-2H-pyrazino[1,2-a]pyrazine-2-carbonitrile